n-undecyl 2-cyanoacrylate C(#N)C(C(=O)OCCCCCCCCCCC)=C